ClC1=C(C(=O)N[C@H]2[C@H]3CC[C@@H](C2)N3C#N)C=CC(=C1)N1C[C@@H](CCC1)CC#N 2-chloro-N-((1R,2R,4S)-7-cyano-7-azabicyclo[2.2.1]heptan-2-yl)-4-((3S)-3-(cyanomethyl)-1-piperidinyl)benzamide